(S,S) or (R,S)-4-(1-(dimethylamino)-2,2,2-trifluoroethyl)-N'-((1,2,3,5,6,7-hexahydro-s-indacen-4-yl)carbamoyl)benzenesulfonimidamide CN([C@H](C(F)(F)F)C1=CC=C(C=C1)[S@](=O)(N)=NC(NC1=C2CCCC2=CC=2CCCC12)=O)C |o1:13|